(3-Amino)phenylalanine NC=1C=C(C[C@H](N)C(=O)O)C=CC1